2-[4-amino-1-(4-aminobutyl)pyrazolo[3,4-d]pyrimidin-3-yl]-1H-indol-5-ol NC1=C2C(=NC=N1)N(N=C2C=2NC1=CC=C(C=C1C2)O)CCCCN